tert-butyl (6-(4-((E)-2-ethoxyvinyl)indolin-1-yl)-3-(((1R,2S)-2-fluorocyclopropyl)carbamoyl)imidazo[1,2-b]pyridazin-8-yl)(methyl)carbamate C(C)O/C=C/C1=C2CCN(C2=CC=C1)C=1C=C(C=2N(N1)C(=CN2)C(N[C@H]2[C@H](C2)F)=O)N(C(OC(C)(C)C)=O)C